tri-octylmethylammonium C(CCCCCCC)[N+](C)(CCCCCCCC)CCCCCCCC